(E)-methyl 4-fluorobut-2-enoate FC/C=C/C(=O)OC